N(=C=S)C(CCCCCCCC(=O)OCCC(CCCCCC)CCCCCC)CCCCCCCC(=O)OCCCCCCCCC 1-(3-hexylnonyl) 17-nonyl 9-isothiocyanatoheptadecanedioate